3-((3-((4-(6-(6-((R)-2-(3-fluorophenyl)pyrrolidin-1-yl)imidazo[1,2-b]pyridazin-3-yl)pyridin-2-yl)piperazin-1-yl)methyl)phenyl)amino)piperidine-2,6-dione FC=1C=C(C=CC1)[C@@H]1N(CCC1)C=1C=CC=2N(N1)C(=CN2)C2=CC=CC(=N2)N2CCN(CC2)CC=2C=C(C=CC2)NC2C(NC(CC2)=O)=O